1-(4-(5-(2-(3,4-dimethoxyphenyl)-3-isopropyl-1H-indol-5-yl)-1,3,4-oxadiazol-2-yl)piperidin-1-yl)-2-(methylamino)ethan-1-one COC=1C=C(C=CC1OC)C=1NC2=CC=C(C=C2C1C(C)C)C1=NN=C(O1)C1CCN(CC1)C(CNC)=O